C(C)N(C(C(=O)C1=CNC2=CC=C(C(=C12)OC)C)=O)C N-ethyl-2-(4-methoxy-5-methyl-1H-indol-3-yl)-N-methyl-2-oxoacetamide